3-[4-(5-benzylpyrimidin-2-yl)piperazin-1-yl]-6-(1-methyl-1H-pyrazol-4-yl)pyrazolo[1,5-a]pyrazine C(C1=CC=CC=C1)C=1C=NC(=NC1)N1CCN(CC1)C=1C=NN2C1C=NC(=C2)C=2C=NN(C2)C